C(C)(C)C1=NN(C2=CC=C(C=C12)S(=O)(=O)NC)C1=CC=C(C=C1)C(F)(F)F 3-Isopropyl-N-methyl-1-(4-(trifluoromethyl)phenyl)-1H-indazole-5-sulfonamide